CC1=C(C=C(C=C1)[N+](=O)[O-])C=1C=NC2=CC(=NC=C2C1)NCCC#N 3-((3-(2-methyl-5-nitrophenyl)-1,6-naphthyridin-7-yl)amino)propanenitrile